Gamma-chloropropyl-methyldiethoxysilane ClCCC[Si](OCC)(OCC)C